ClC1=CC=C(CN2CC(CCC2)C2=CC=NC=3N2N=C(C3C(C)N(C)C)C)C=C1 (7-(1-(4-chlorobenzyl)piperidin-3-yl)-2-methylpyrazolo[1,5-a]pyrimidin-3-yl)-N,N-dimethylethan-1-amine